[Cl-].[Cl-].C[SiH](C)[Zr+2](C1C=CC2=CC=3CCCC3C=C12)C1C=C(C2=CC=CC=C12)C(C)CC Dimethylsilyl-(3-(sec-butyl)-indenyl)(1,5,6,7-tetrahydro-s-indacenyl)zirconium dichloride